4-[methyl]-butanoic acid CCCCC(=O)O